O-(Tolylsulfonyl)hydroxyl-amin C1(=C(C=CC=C1)S(=O)(=O)ON)C